C1(CC1)CN1N=CC(=C1)C=1C(=CC=2N(C1)C(=CN2)C2=CC=CC(=N2)NC2CNCC2(F)F)OC 6-(6-(1-(cyclopropyl-methyl)-1H-pyrazol-4-yl)-7-methoxyimidazo-[1,2-a]pyridin-3-yl)-N-(4,4-difluoropyrrolidin-3-yl)pyridin-2-amine